1H-PYRAZOLE-3-AMINE N1N=C(C=C1)N